N1N=CC(=C1)C1CN(CCN1)C1=NC(=NC=C1)C1=CN=C2N1C=C(C=C2)C(F)(F)F 4-[3-(1H-pyrazol-4-yl)piperazin-1-yl]-2-[6-(trifluoromethyl)imidazo[1,2-a]pyridin-3-yl]pyrimidine